2-(3-chloro-2,6-difluorophenyl)-2-(4-fluorobicyclo[2.2.1]heptan-1-yl)acetic acid ClC=1C(=C(C(=CC1)F)C(C(=O)O)C12CCC(CC1)(C2)F)F